2-(4-bromo-2-methylsulfonylphenyl)acetonitrile BrC1=CC(=C(C=C1)CC#N)S(=O)(=O)C